N1C(C1)CCC(=O)O.N1C(C1)CCC(=O)O.N1C(C1)CCC(=O)O.C(O)C(CO)(CO)CO tetramethylolmethane-tris[3-(2-aziridinyl) propionate]